1-(2-((2,3-dihydro-benzofuran-5-yl)amino)-5-methyl-pyrimidin-4-yl)-N-(2-hydroxy-1-phenylethyl)-1H-pyrrole-3-carboxamide O1CCC2=C1C=CC(=C2)NC2=NC=C(C(=N2)N2C=C(C=C2)C(=O)NC(CO)C2=CC=CC=C2)C